7-(prop-2-yloxy)-1-[(3S)-pyrrolidin-3-ylmethoxy]isoquinoline-6-carboxamide CC(C)OC1=C(C=C2C=CN=C(C2=C1)OC[C@@H]1CNCC1)C(=O)N